5-(2-(4,5-dichloro-6-oxopyridazin-1(6H)-yl)acetamido)-N-(2-(pyridin-2-yl)ethyl)-2-(trifluoromethyl)benzamide ClC=1C=NN(C(C1Cl)=O)CC(=O)NC=1C=CC(=C(C(=O)NCCC2=NC=CC=C2)C1)C(F)(F)F